2-bromomethyl-1,1'-biphenyl BrCC1=C(C=CC=C1)C1=CC=CC=C1